C(C)(C)(C)C1C(CCCC1)CC(=O)[O-] (2-tert-Butylcyclohexyl)acetate